tetrakis(o-methylbenzoyl)german CC1=C(C(=O)[Ge](C(C2=C(C=CC=C2)C)=O)(C(C2=C(C=CC=C2)C)=O)C(C2=C(C=CC=C2)C)=O)C=CC=C1